CC(C(=O)NC1=CC(=NC=C1)C1=CC=C2C=NC=NC2=C1)=C 2-methyl-N-[2-(quinazolin-7-yl)pyridin-4-yl]prop-2-enamide